NCC=1C=C(C=CC1)N1N=C(C=C1C(=O)NC1=C(C=CC(=C1)C(OCC1CC1)C1=CC(=CC=C1)C#N)F)C(F)(F)F 1-(3-(aminomethyl)phenyl)-N-(5-((3-cyanophenyl)(cyclopropyl-methoxy)methyl)-2-fluorophenyl)-3-(trifluoromethyl)-1H-pyrazole-5-carboxamide